(S)-7-(3-Fluorophenyl)-2-oxo-1,2-dihydrospiro[pyrido[2,3-b][1,4]oxazin-3,3'-pyrrolidine]-1'-carbonitrile FC=1C=C(C=CC1)C1=CC2=C(O[C@@]3(CN(CC3)C#N)C(N2)=O)N=C1